[Si](C1=CC=CC=C1)(C1=CC=CC=C1)(C(C)(C)C)OCCC1C(C1)[C@H](CC(C)C)NC(OC(C)(C)C)=O Tert-butyl (1S)-1-(2-(2-(tert-butyldiphenylsilyloxy)ethyl)cyclopropyl)-3-methylbutylcarbamate